[1-2H1]glucose O=C([C@H](O)[C@@H](O)[C@H](O)[C@H](O)CO)[2H]